2-[3-(4-pyridazin-3-ylphenyl)sulfonylphenyl]-6-(trifluoromethyl)-1H-benzo[d]imidazole N1=NC(=CC=C1)C1=CC=C(C=C1)S(=O)(=O)C=1C=C(C=CC1)C1=NC2=C(N1)C=C(C=C2)C(F)(F)F